C(N)(=O)C=1C=CC(=C(C1)B(O)O)Cl (5-carbamoyl-2-chlorophenyl)boronic acid